NC([C@H](CCC(=O)OC(C)(C)C)N1C(C2=CC=C(C=C2C1)OCC#C)=O)=O tert-butyl (S)-5-amino-5-oxo-4-(1-oxo-5-(prop-2-yn-1-yloxy)isoindolin-2-yl)pentanoate